[Si](C)(C)(C(C)(C)C)OCCC[C@](O)(C1=CSC(=C1)CO[Si](C(C)C)(C(C)C)C(C)C)C1=CCCCC1 |r| rac-4-{[tert-Butyl(dimethyl)silyl]oxy}-1-(cyclohex-1-en-1-yl)-1-(5-{1-[(triisopropylsilyl)oxy]methyl}-3-thienyl)butan-1-ol